BrC=1C2(C3=CC4=C(OCCO4)C=C3C1)CCC(CC2)(C(=O)OC)NC2=CC(=CC=C2)Cl methyl (1s,4s)-7'-bromo-4-(3-chloroanilino)-2',3'-dihydrospiro[cyclohexane-1,6'-indeno[5,6-b][1,4]dioxine]-4-carboxylate